C(#N)C1=NC2=CC(=CC(=C2N=C1N1C2C(COC2)C2(CCN(CC2)C)C1)[C@@H](C)NC1=C(C(=O)O)C=CC=C1)C 2-(((1R)-1-(2-cyano-7-methyl-3-(1'-methyltetrahydrospiro[furo[3,4-b]pyrrole-3,4'-piperidin]-1(2H)-yl)quinoxalin-5-yl)ethyl)amino)benzoic acid